5-{[(1-methyl-hexahydropyridin-4-yl)methyl]oxy}-2-(3-methylphenyl)pyrimidine CN1CCC(CC1)COC=1C=NC(=NC1)C1=CC(=CC=C1)C